N1C[C@@H]([C@@H](CC1)O)O (3S,4R)-3,4-Piperidinediol